2-hydroxyethyn OC#C